NC1=C2C(=NC=N1)N(N=C2C(=O)O)[C@H]2CN(CC2)C(=O)OC(C)(C)C (R)-4-amino-1-(1-(tert-butoxycarbonyl)pyrrolidin-3-yl)-1H-pyrazolo[3,4-d]pyrimidine-3-carboxylic acid